C(C1=CC=CC=C1)(=O)O[C@H]1[C@@H]([C@@H]2[C@@H](OC(C2)=O)C1)\C=C\C(CCC1=CC=CC=C1)=O (3aR,4R,5R,6aS)-5-(benzoyloxy)hexahydro-4-[(1E)-3-oxo-5-phenyl-1-pentenyl]-2H-cyclopenta[b]furan-2-one